tert-butyl N-[2-[5-[tert-butyl(dimethyl) silyl]oxy-6,6,6-trideuterio-5-(trideuteriomethyl) hex-1-ynyl]-5-methoxy-4-pyridyl]carbamate [Si](C)(C)(C(C)(C)C)OC(CCC#CC1=NC=C(C(=C1)NC(OC(C)(C)C)=O)OC)(C([2H])([2H])[2H])C([2H])([2H])[2H]